7-bromo-2-butoxy-N,N-bis(4-methoxybenzyl)imidazo[2,1-f][1,2,4]triazin-4-amine BrC1=CN=C2C(=NC(=NN21)OCCCC)N(CC2=CC=C(C=C2)OC)CC2=CC=C(C=C2)OC